m-N,N-dimethylaminobenzoic acid CN(C)C=1C=C(C(=O)O)C=CC1